(2S)-1-(phenylacetyl)-N-{2-[4-({[(2S)-1-(phenylacetyl)pyrrolidin-2-yl]carbonyl}amino)phenyl]-1H-pyrrolo[3,2-b]pyridin-5-yl}pyrrolidine-2-carboxamide C1(=CC=CC=C1)CC(=O)N1[C@@H](CCC1)C(=O)NC1=CC=C2C(=N1)C=C(N2)C2=CC=C(C=C2)NC(=O)[C@H]2N(CCC2)C(CC2=CC=CC=C2)=O